N-(5-(5-amino-1H-pyrazol-1-yl)-1,3,4-thiadiazol-2-yl)-4-(2-cyano-6-(difluoromethoxy)phenyl)-3-(2-methoxyethoxy)-2-oxo-2H-pyran-6-carboxamide NC1=CC=NN1C1=NN=C(S1)NC(=O)C1=CC(=C(C(O1)=O)OCCOC)C1=C(C=CC=C1OC(F)F)C#N